N-(3-aminopropyl)-3-(6-(pyrrolidin-1-yl)-1H-benzo[d]imidazol-2-yl)-1H-indazole-5-carboxamide NCCCNC(=O)C=1C=C2C(=NNC2=CC1)C1=NC2=C(N1)C=C(C=C2)N2CCCC2